T-butyl butyrate C(CCC)(=O)OC(C)(C)C